4-(4-(4-Tert-butylphenylamino)phthalazin-1-yl)benzamide C(C)(C)(C)C1=CC=C(C=C1)NC1=NN=C(C2=CC=CC=C12)C1=CC=C(C(=O)N)C=C1